COC1=CC=C(C=C1)C1CC(CC1)=O 3-(4-methoxyphenyl)cyclopentan-1-one